[dimethoxy-(4-methoxyphenyl)]methyl-4,6-dimethyldibenzothiophene-5-oxide COC=1C(=C(C=CC1OC)CC1=CC=C(C=2S(C3=C(C21)C=CC=C3C)=O)C)OC